C(CCCCCCCC=C)O dec-9-en-1-ol